2-methoxyquinoline-3-carboxamide COC1=NC2=CC=CC=C2C=C1C(=O)N